FC(OC1=CC(=NN1)NC1=NC(=CN=C1)CC1CCN(CC1)C)F N-(5-(difluoromethoxy)-1H-pyrazol-3-yl)-6-((1-methylpiperidin-4-yl)methyl)pyrazin-2-amine